3-[1-[4-methyl-6-oxo-5-(trifluoromethyl)-1H-pyridazin-3-yl]ethoxy]propanoic acid CC=1C(=NNC(C1C(F)(F)F)=O)C(C)OCCC(=O)O